4-(5-(4-methoxyphenyl)isoxazol-3-yl)aniline COC1=CC=C(C=C1)C1=CC(=NO1)C1=CC=C(N)C=C1